((1-(N-(2-(dinonylamino)ethyl-N-nonylglycyl)pyrrolidin-3-yl)methyl)(nonyl)amino)butanoate C(CCCCCCCC)N(CCN(CC(=O)N1CC(CC1)CN(CCCCCCCCC)C(C(=O)[O-])CC)CCCCCCCCC)CCCCCCCCC